O-methyl O-4-nitrophenyl phenylphosphonothioate C1(=CC=CC=C1)P(OC)(OC1=CC=C(C=C1)[N+](=O)[O-])=S